N-[2-amino-4-(4,4-difluoropiperidin-1-yl)-5-fluoro-1,3-benzothiazol-6-yl]-2-{6-azaspiro[2.5]oct-6-yl}-4-[(2S)-1-hydroxypropane-2-sulfonylamino]benzamide NC=1SC2=C(N1)C(=C(C(=C2)NC(C2=C(C=C(C=C2)NS(=O)(=O)[C@H](CO)C)N2CCC1(CC1)CC2)=O)F)N2CCC(CC2)(F)F